2-(4,4-difluoroazepan-1-yl)-7-fluoro-N-(2-(sulfamoylamino)pyridin-4-yl)quinoline-3-carboxamide FC1(CCN(CCC1)C1=NC2=CC(=CC=C2C=C1C(=O)NC1=CC(=NC=C1)NS(N)(=O)=O)F)F